(S)-2-((tert-butyldimethylsilyl)oxy)propionic acid ethyl ester C(C)OC([C@H](C)O[Si](C)(C)C(C)(C)C)=O